(S)-N-hydroxy-2-methyloctanimidamide ONC([C@H](CCCCCC)C)=N